ClC1=CC=C(C=C1)C1=NN(C[C@@H]1C1=CC=CC=C1)/C(/N[C@@H](CS(N)(=O)=O)C)=N/S(=O)(=O)C1=CC=C(C=C1)Cl (S,E)-3-(4-chlorophenyl)-N'-((4-chlorophenyl)sulfonyl)-4-phenyl-N-((R)-1-sulfamoylpropan-2-yl)-4,5-dihydro-1H-pyrazole-1-carboximidamide